2-Oxo-1,2,5,6,7,8-hexahydroquinoline-3-carboxylic acid O=C1NC=2CCCCC2C=C1C(=O)O